CCCCCCCCCCC/C=C\\CCCCC(=O)SCCNC(=O)CCNC(=O)[C@@H](C(C)(C)COP(=O)([O-])OP(=O)([O-])OC[C@@H]1[C@H]([C@H]([C@@H](O1)N2C=NC3=C(N=CN=C32)N)O)OP(=O)([O-])[O-])O The molecule is an octadecenoyl-CoA(4-) obtained by deprotonation of the phosphate and diphosphate OH groups of (6E)-octadecenoyl-CoA. It is a conjugate base of a (6Z)-octadecenoyl-CoA.